ClC1=C(C=CC=2N1N=C(N2)C2=C1C=C(N=CC1=C(N=C2)NC)NC(=O)C2CC2)N2C[C@@H](OCC2)C (S)-N-(5-(5-chloro-6-(2-methylmorpholino)-[1,2,4]triazolo[1,5-a]pyridin-2-yl)-8-(methylamino)-2,7-naphthyridin-3-yl)cyclopropanecarboxamide